C1(CC1)NC1=NC(=CC2=C1N(C=N2)C(C)C)C2=CC=C1C(=C2)N(C(C12CCN(CC2)C(=O)[C@H]2CNCCC2)=O)C2CC(C2)N2CCCCC2 6-[4-(CYCLOPROPYLAMINO)-3-ISOPROPYLIMIDAZO[4,5-C]PYRIDIN-6-YL]-1'-[(3R)-PIPERIDINE-3-CARBONYL]-1-[(1S,3S)-3-(PIPERIDIN-1-YL)CYCLOBUTYL]SPIRO[INDOLE-3,4'-PIPERIDIN]-2-ONE